FC(OC1=CC(=NN1)NC1=NC(=CN=C1)OC[C@]1(COCC1)C)F (R)-N-(5-(difluoromethoxy)-1H-pyrazol-3-yl)-6-((3-methyltetrahydrofuran-3-yl)methoxy)pyrazin-2-amine